F[C@]1([C@H](CNC1=O)C)C (2S,3S,4S)-4-fluoro-3,4-dimethyl-5-oxopyrrolidin